1-(1'-(azetidin-3-yl)-[1,4'-bipiperidin]-4-yl)-3-(4-(4-(trifluoromethyl)phenoxy)phenyl)-1H-pyrazolo[3,4-d]pyrimidin-4-amine N1CC(C1)N1CCC(CC1)N1CCC(CC1)N1N=C(C=2C1=NC=NC2N)C2=CC=C(C=C2)OC2=CC=C(C=C2)C(F)(F)F